5-amino-N-(1,3-dimethyl-1H-pyrazol-4-yl)-N-((6-(trifluoromethyl)imidazo[1,2-a]pyridin-2-yl)methyl)-6,8-dihydro-1H-furo[3,4-d]pyrrolo[3,2-b]pyridine-2-carboxamide NC1=C2C(=C3C(=N1)C=C(N3)C(=O)N(CC=3N=C1N(C=C(C=C1)C(F)(F)F)C3)C=3C(=NN(C3)C)C)COC2